1,3-bis(2,6-diisopropylphenyl)imidazol-2-ylidenegold hexafluorophosphate F[P-](F)(F)(F)(F)F.C(C)(C)C1=C(C(=CC=C1)C(C)C)N1C(N(C=C1)C1=C(C=CC=C1C(C)C)C(C)C)=[Au+]